C1(CC1)N1C([C@@H]2N[C@H](C1)C2)=O (1R,5S)-3-cyclopropyl-3,6-diazabicyclo[3.1.1]heptan-2-one